CCN(CC)C1=CC=C(C=C1)/C=C/C2=CC=[N+](C=C2)C.[I-] The molecule is an organic iodide salt consisting of pyridinium iodide having a methyl substituent at the 1-position and a 4-diethylaminostyryl substituent at the 4-position. It has a role as a fluorochrome. It is an organic iodide salt and a pyridinium salt. It contains a 4-(4-diethylaminostyryl)-1-methylpyridinium.